C(C1=CC=CC=C1)N1C[C@H]2C([C@H]2C1)C(C)(C)NC=O N-(2-((1R,5S,6r)-3-benzyl-3-azabicyclo[3.1.0]hexan-6-yl)propan-2-yl)formamide